C(C)(C)(C)C1=CC(=C(S1)C(=O)OC)NC(C[N+]1(CCCCCC1)CC(N[C@H](C)C1=CC=CC=C1)=O)=O (R)-1-(2-((5-(tert-butyl)-2-(methoxycarbonyl)thiophen-3-yl)amino)-2-oxoethyl)-1-(2-oxo-2-((1-phenylethyl)amino)ethyl)azepan-1-ium